5-(1-(methylsulfonyl)piperidin-4-yl)-1-((2-(trimethylsilyl)ethoxy)methyl)-1,5-dihydro-4H-pyrazolo[4,3-c]pyridin-4-one CS(=O)(=O)N1CCC(CC1)N1C(C2=C(C=C1)N(N=C2)COCC[Si](C)(C)C)=O